ClC=1C(=C(C=C(C1)F)[C@H](C)NC(C(=O)OC)C)COC1=CC=C(C=C1)OC methyl 2-((s)-1-(3-chloro-5-fluoro-2-((4-methoxyphenoxy)methyl)phenyl)ethylamino)propanoate